Sodium (2S)-1-hydroxy-2-((S)-2-(((((1r,3R,5R,7S)-3-hydroxyadamantan-1-yl)methoxy-d2)carbonyl)amino)-4-methylpentanamido)-3-((S)-2-oxopyrrolidin-3-yl)propane-1-sulfonate OC([C@H](C[C@H]1C(NCC1)=O)NC([C@H](CC(C)C)NC(=O)OC([2H])([2H])C12CC3(C[C@H](C[C@@H](C1)C3)C2)O)=O)S(=O)(=O)[O-].[Na+]